C(C)(C)(C)C1N(CC=C(C1)C(\C=C\N(C)C)=O)C(=O)O.C(=O)(OC(C)(C)C)N(C)CC(=O)O N-BOCsarcosine tert-butyl-(E)-4-(3-(dimethylamino)acryloyl)-3,6-dihydropyridine-1(2H)-carboxylate